NCC[C@@H]1N(CC1)C(=O)OC(C)(C)C tert-butyl (2S)-2-(2-aminoethyl)azetidine-1-carboxylate